2-[(1-Methanesulfonylpiperidin-4-yl)amino]-N-methyl-N-({[6-(trifluoromethoxy)-1,3-benzothiazol-2-yl]carbamoyl}methyl)acetamide CS(=O)(=O)N1CCC(CC1)NCC(=O)N(CC(NC=1SC2=C(N1)C=CC(=C2)OC(F)(F)F)=O)C